5-((1S,3R)-2-(3-((tert-butyldiphenylsilyl)oxy)-2,2-difluoropropyl)-3-methyl-2,3,4,9-tetrahydro-1H-pyrido[3,4-b]indol-1-yl)-2-(((R)-pyrrolidin-3-yl)oxy)thiazole [Si](C1=CC=CC=C1)(C1=CC=CC=C1)(C(C)(C)C)OCC(CN1[C@@H](C=2NC3=CC=CC=C3C2C[C@H]1C)C1=CN=C(S1)O[C@H]1CNCC1)(F)F